1,3,5-tris(bromomethyl)-2-bromo-4,6-dimethylbenzene BrCC1=C(C(=C(C(=C1C)CBr)C)CBr)Br